6-(4-fluorobutanamido)-4-{[3-methoxy-4-(2-methyl-2H-1,2,3-triazol-4-yl)pyridin-2-yl]amino}-N-(2H3)methylpyridazine-3-carboxamide FCCCC(=O)NC1=CC(=C(N=N1)C(=O)NC([2H])([2H])[2H])NC1=NC=CC(=C1OC)C1=NN(N=C1)C